OCN1C(CCCC1=O)=O (hydroxymethyl)piperidine-2,6-dione